FC1=CC=C(C=C1F)C1=NN(C(=C1O)C)C 3-(4,5-difluorophenyl)-1,5-dimethyl-pyrazol-4-ol